1-(1-benzylpiperidin-4-yl)-3-(3-(1-methyl-1H-pyrazol-5-yl)phenyl)urea C(C1=CC=CC=C1)N1CCC(CC1)NC(=O)NC1=CC(=CC=C1)C1=CC=NN1C